(2S,5R)-7-oxo-2-(N-(piperidine-4-carbonyl) carbamimidoyl)-1,6-diazabicyclo[3.2.1]octan-6-yl hydrogen sulfate S(=O)(=O)(ON1[C@@H]2CC[C@H](N(C1=O)C2)C(NC(=O)C2CCNCC2)=N)O